4-methoxy-2-(4-(4-methylpiperazin-1-yl)piperidin-1-yl)benzonitrile COC1=CC(=C(C#N)C=C1)N1CCC(CC1)N1CCN(CC1)C